(4-(Diethylamino)phenyl)(8-hydroxy-2,5-dimethylquinolin-7-yl)methanone C(C)N(C1=CC=C(C=C1)C(=O)C1=CC(=C2C=CC(=NC2=C1O)C)C)CC